2-Ethyl-4-cumyl-6-hexylphenol C(C)C1=C(C(=CC(=C1)C(C)(C)C1=CC=CC=C1)CCCCCC)O